[PH2]([O-])=O.[NH4+] ammonium phosphinate salt